3,11-Diethyl-7-(m-tolyloxy)-6,8-dioxo-3,4,5,9,10,11-hexaazatridec-4,9-diene 4,10-dioxide C(C)N(CC)[N+](=NC(C(C(N=[N+](N(CC)CC)[O-])=O)OC=1C=C(C=CC1)C)=O)[O-]